C=C1CN2C(CC3(C2(C1)C(=O)OCC)CC3)=O Ethyl 6'-methylene-3'-oxotetrahydrospiro[cyclopropane-1,1'-pyrrolizine]-7a'(5'H)-carboxylate